C1(=CC=CC=C1)C1CCC=2C1=NN(C2)C2CC(CC2)CO (3-(6-phenyl-5,6-dihydrocyclopenta[c]pyrazol-2(4H)-yl)cyclopentyl)methanol